CN(C1CCC2(CCN(CC2)S(=O)(=O)CC(F)(F)F)CC1)C=1C2=C(N=CN1)NC=C2 Methyl(7H-pyrrolo[2,3-d]pyrimidin-4-yl)[3-(2,2,2-trifluoroethansulfonyl)-3-azaspiro[5.5]undec-9-yl]amin